N-caproyl-caprolactam C(CCCCC)(=O)N1C(CCCCC1)=O